6-chloro-2-methyl-1H-pyrrolo[3,2-c]pyridine ClC1=CC2=C(C=N1)C=C(N2)C